N-difluoromethyl-ammonium chloride salt [Cl-].FC([NH3+])F